FC1=NC=CC(=C1)[C@@]12C[C@@]1([C@H]1C[C@@H]([C@@H]2O1)O)C(=O)NC1=NC(=CC(=C1)C(F)(F)F)C |r| rac-(1r,2r,4s,5r,6s)-4-(2-fluoropyridin-4-yl)-6-hydroxy-N-(6-methyl-4-(trifluoromethyl)pyridin-2-yl)-8-oxatricyclo[3.2.1.02,4]octane-2-carboxamide